6-(4-((E)-2-((1R,5S,6s)-3-azabicyclo[3.1.0]hex-6-yl)vinyl)-2,6-difluorophenyl)-5-chloro-N-((R)-1-cyclobutylethyl)-[1,2,4]triazolo[1,5-a]pyrimidin-7-amine hydrochloride Cl.[C@@H]12CNC[C@H]2C1/C=C/C1=CC(=C(C(=C1)F)C=1C(=NC=2N(C1N[C@H](C)C1CCC1)N=CN2)Cl)F